C1(=CC=C(C=C1)N(C1=CC=2C(C3=CC=CC=C3C2C=C1)(C)C)C1=CC=C(C=C1)C=1C=CC=2N(C3=CC=CC=C3C2C1)C1=CC=CC=C1)C1=CC=CC=C1 N-(1,1'-biphenyl-4-yl)-9,9-dimethyl-N-[4-(9-phenyl-9H-carbazol-3-yl)phenyl]-9H-fluoren-2-amine